cis-8-dimethylamino-3-[2-(1H-indazol-1-yl)-pyrimidin-5-yl]-8-phenyl-1,3-diazaspiro[4.5]decan-2-one CN(C1(CCC2(CN(C(N2)=O)C=2C=NC(=NC2)N2N=CC3=CC=CC=C23)CC1)C1=CC=CC=C1)C